OC1(CN(CC1)C(=O)C1N(C=C2N1C=C(C=C2N2CCN(CC2)C(C(C)C)=O)S(=O)(=O)NC2(COC2)C)COCC[Si](C)(C)C)C(F)(F)F 3-(3-Hydroxy-3-(trifluoromethyl)pyrrolidine-1-carbonyl)-8-(4-isobutyrylpiperazin-1-yl)-N-(3-methyloxetane-3-yl)-2-((2-(trimethylsilyl)ethoxy)methyl)imidazo[1,5-a]pyridine-6-sulfonamide